FC=1C=C(C=O)C(=CN1)O 2-FLUORO-5-HYDROXYISONICOTINALDEHYDE